(6-methylpyridazin-3-yl)methanol CC1=CC=C(N=N1)CO